Cl.C(C)C=1C=2C(N=C(C1)C=1C=CC(=C(C1)C1=C(C=CC=C1)O)C=1N=NC(=CC1)C1CN(C1)C1CCOCC1)=CN(N2)C 5-(7-ethyl-2-methyl-2H-pyrazolo[4,3-b]pyridin-5-yl)-2-(6-(1-(tetrahydro-2H-pyran-4-yl)azetidin-3-yl)pyridazin-3-yl)phenylphenol hydrochloride